2-((7-amino-2-(furan-2-yl-[1,2,4]triazolo[1,5-a][1,3,5]triazin-5-yl)piperazin-1-yl)ethyl)-N-hydroxybenzamide NC1=NC(=NC=2N1N=C(N2)C=2OC=CC2)C2N(CCNC2)CCC2=C(C(=O)NO)C=CC=C2